L-phenylalanine 2-ethylbutyl ester C(C)C(COC([C@@H](N)CC1=CC=CC=C1)=O)CC